1-(4-bromophenylethyl)cyclopropane-1-ol tert-butyl-N-[(1S)-1-[2-(5-carbamoylpyrazin-2-yl)-5-cyclopropyl-1,2,4-triazol-3-yl]ethyl]carbamate C(C)(C)(C)N(C(=O)OC1(CC1)CCC1=CC=C(C=C1)Br)[C@@H](C)C=1N(N=C(N1)C1CC1)C1=NC=C(N=C1)C(N)=O